C(#N)C1=C(C=CC=C1)[C@H]([C@H](C)C=1N(C(C(=C(N1)C(=O)NC=1C=NOC1)O)=O)C)C1=NN(C=C1C)C 2-((1S,2S)-1-(2-cyanophenyl)-1-(1,4-dimethyl-1H-pyrazol-3-yl)propan-2-yl)-5-hydroxy-N-(isoxazol-4-yl)-1-methyl-6-oxo-1,6-dihydropyrimidine-4-carboxamide